C(CCCCCC)(=O)OC(CSCCCCCC(N(CCCCO[Si](C(C)(C)C)(C1=CC=CC=C1)C1=CC=CC=C1)CC)CCCCCSCC(CCCCCC)OC(CCC1CCCCC1)=O)CCCCCC 10-(5-((2-((3-Cyclohexylpropanoyl)oxy)octyl)thio)pentyl)-9-ethyl-2,2-dimethyl-3,3-diphenyl-4-oxa-16-thia-9-aza-3-silatetracosan-18-yl heptanoate